C(CCCCCCCCCCCCCCCCCCC=CCCC)(=O)O 20-Tetracosenoic acid